N-[2-[1-[(3-fluoroazetidin-3-yl)methyl]-4-piperidyl]-7-isopropoxy-imidazo[1,2-a]pyridin-6-yl]pyrazolo[1,5-a]pyrimidine-3-carboxamide FC1(CNC1)CN1CCC(CC1)C=1N=C2N(C=C(C(=C2)OC(C)C)NC(=O)C=2C=NN3C2N=CC=C3)C1